C(C1CO1)OCC1=C(C=C)C(=CC=C1COCC1CO1)COCC1CO1 2,3,6-tris(glycidoxymethyl)styrene